ClC=1C=C2CCC[C@@]3(C2=CC1)COC1=CC=C2C(NS(CCOC/C=C/[C@H]4CC[C@@H]4CN(C3)C1=C2)(=O)=O)=O (3S,6R,7E,22S)-6'-chloro-3',4'-dihydro-2'H,15H-spiro[10,20-dioxa-13-thia-1,14-diazatetracyclo[14.7.2.03,6.019,24]pentacosa-7,16,18,24-tetraene-22,1'-naphthalen]-15-one 13,13-dioxide